2-ethyl-1-phenyl-1H-benzo[g]indazol-3,4,5(2H)-trione C(C)N1N(C=2C3=C(C(C(C2C1=O)=O)=O)C=CC=C3)C3=CC=CC=C3